COC=1C(=C2C=CNC2=C(C1)C)CN1[C@H](CN(CC1)CCC(F)(F)F)C1=CC=C(C(=O)O)C=C1 (S)-4-(1-((5-methoxy-7-methyl-1H-indol-4-yl)methyl)-4-(3,3,3-trifluoropropyl)piperazin-2-yl)benzoic acid